CN1CCC(CC1)OC(=O)N1CCN(C2=CC=CC=C12)CC1=NC=CC=C1 1-Methylpiperidin-4-yl-4-(pyridin-2-ylmethyl)-3,4-dihydroquinoxaline-1(2H)-carboxylate